2,2,2-tribromoethyltrimethoxysilane BrC(C[Si](OC)(OC)OC)(Br)Br